(S)-N-(2-(1-ethyl-8-oxa-1-azaspiro[4.5]decan-4-yl)thieno[2,3-b]pyridin-4-yl)-6-fluorobenzo[d]thiazol-5-amine C(C)N1CC[C@@H](C12CCOCC2)C2=CC=1C(=NC=CC1NC=1C(=CC3=C(N=CS3)C1)F)S2